FC1=C(C=C(C(=C1)C=1C=NNC1)F)C=1C=NNC1 4,4'-(2,5-difluoro-1,4-phenylene)bis(1H-pyrazole)